4-benzyloxy-2-chloro-6-methyl-1,6-naphthyridin-6-ium iodide [I-].C(C1=CC=CC=C1)OC1=CC(=NC2=CC=[N+](C=C12)C)Cl